S(=O)(=O)([O-])[O-].[NH+]1=CC=CC=C1.[NH+]1=CC=CC=C1 Pyridinium Sulfate